benzyl (perfluorophenyl) adipate C(CCCCC(=O)OC1=C(C(=C(C(=C1F)F)F)F)F)(=O)OCC1=CC=CC=C1